2-((4-amino-5-(4-(4-(trifluoromethyl)piperidine-1-carbonyl)benzoyl)thiazol-2-yl)(4-chlorophenyl)amino)propanamide NC=1N=C(SC1C(C1=CC=C(C=C1)C(=O)N1CCC(CC1)C(F)(F)F)=O)N(C(C(=O)N)C)C1=CC=C(C=C1)Cl